(E)-3-(3-bromo-4-fluorophenyl)but-2-enoyl chloride BrC=1C=C(C=CC1F)/C(=C/C(=O)Cl)/C